tert-butyl (R)-(1-(5-aminopyridin-3-yl)but-3-yn-1-yl)carbamate NC=1C=C(C=NC1)[C@@H](CC#C)NC(OC(C)(C)C)=O